N-vinyl-3-morpholinone C(=C)N1C(COCC1)=O